3-imino-6-methyl-3H-indol N=C1C=NC2=CC(=CC=C12)C